2-morpholino-6-nitrooxazolo[4,5-b]pyridine O1CCN(CC1)C=1OC=2C(=NC=C(C2)[N+](=O)[O-])N1